C1(CCCCC1)CCNCC(=O)OCC1=CC=CC=C1 Benzyl (2-cyclohexylethyl)glycinate